O[C@H]1[C@H](COC1)NC(=O)C=1C(N(N=C(C1)C1=CC=C(C=C1)OC(F)(F)F)C=1C=NC=CC1)=O N-[(3S,4S)-4-hydroxytetrahydrofuran-3-yl]-3-oxo-2-(pyridin-3-yl)-6-[4-(trifluoromethoxy)phenyl]-2,3-dihydropyridazine-4-carboxamide